CC([C@H](CC(=O)NC[C@H]1N(CC2=CC(=CC=C2C1)C(=O)NC)C)C1=CC=CC=C1)(C)C (S)-3-(((S)-4,4-dimethyl-3-phenylpentanamido)methyl)-N,2-dimethyl-1,2,3,4-tetrahydroisoquinoline-7-carboxamide